COC1=C[C@H](N2C(CC(C=C12)=O)=O)C(=O)OC methyl (1r,3s)-1-methoxy-5,7-dioxoindolizine-3-carboxylate